Cl.NC1=C(C=C(OC2=CC=NC=3NC(C=NC32)=O)C=C1)C(F)(F)F 8-(4-amino-3-(trifluoromethyl)phenoxy)pyrido[2,3-b]pyrazin-3(4H)-one hydrochloride